4-((2-oxaspiro[3.3]hept-6-yl)amino)-2-chloropyrimidine-5-carboxylic acid ethyl ester C(C)OC(=O)C=1C(=NC(=NC1)Cl)NC1CC2(COC2)C1